oxazol-5-ylmethyl (4-((8-(piperidine-1-carbonyl)-8-azabicyclo[3.2.1]octan-3-yl)methyl)phenyl)carbamate N1(CCCCC1)C(=O)N1C2CC(CC1CC2)CC2=CC=C(C=C2)NC(OCC2=CN=CO2)=O